NCCOC1=CC(=NC(=C1)C(=O)NC1=NC2=CC=CC=C2C(=C1)OCCN)C(=O)NC1=NC2=CC=CC=C2C(=C1)OCCN 4-(2-aminoethoxy)-N2,N6-bis[4-(2-aminoethoxy)-2-quinolyl]-2,6-pyridinedicarboxamide